ClC1=CC=C(C=C1)NC(=O)C1=CC2=C(NC(=N2)C2=CC=C(C=C2)N(C)C)C=C1 2-(4-dimethylamino-phenyl)-1H-benzimidazole-5-carboxylic acid (4-chloro-phenyl)-amide